N1=NN=NC=C1 triazazin